1-[(2S)-tetrahydrofuran-2-yl]Methylamine O1[C@@H](CCC1)CN